7-(5-(2-methyl-5,6,7,8-tetrahydroimidazo[1,2-a]pyrazine-7-carbonyl)-1H-pyrrolo[2,3-b]pyridin-3-yl)spiro[chromane-2,4'-piperidin]-4-one CC=1N=C2N(CCN(C2)C(=O)C=2C=C3C(=NC2)NC=C3C3=CC=C2C(CC4(CCNCC4)OC2=C3)=O)C1